di(triethylsilylpropyl) maleate C(\C=C/C(=O)OCCC[Si](CC)(CC)CC)(=O)OCCC[Si](CC)(CC)CC